C(CCCCCCCCCCCCCCCC)C1(OC[C@@H](O1)CCCN(C)C)CCCCCCCCCCCCCCCCC (S)-3-(2,2-Diheptadecyl-1,3-Dioxolane-4-yl)-N,N-dimethylpropane-1-amine